[N+](=O)([O-])C1=CC(=C(C(=O)O)C=C1)Cl 4-Nitro-2-chlorobenzoic acid